tert-Butyl (Z)-(4-oxo-3,4-dihydro-2H-1,3-thiazin-2-ylidene)carbamate O=C1N/C(/SC=C1)=N/C(OC(C)(C)C)=O